NC1=CC=C(C=C1)C=1C=C(C(=NC1)N)OCC1=C(C=CC=C1Cl)Cl 5-(4-amino-phenyl)-3-(2,6-dichloro-benzyloxy)-pyridin-2-ylamine